OC(CN(C1CCC(CC1)N(CC(CCCCCCCCCC)O)CCN1CCN(CC1)C1CCC(CC1)N(CC(CCCCCCCCCC)O)CC(CCCCCCCCCC)O)CC(CCCCCCCCCC)O)CCCCCCCCCC 1-({4-[bis(2-hydroxydodecyl)amino]cyclohexyl}[2-(4-{4-[bis(2-hydroxydodecyl)amino]cyclohexyl}piperazin-1-yl)ethyl]amino)dodecan-2-ol